C(C)(=O)N(N(C(=O)C1=CC=2C3=C(C(=NC2C=C1)N)C=NN3C)CC3=NC=C(C=C3)C(F)(F)F)C(C)C N'-acetyl-4-amino-N'-isopropyl-1-methyl-N-[[5-(trifluoromethyl)-2-pyridyl]methyl]pyrazolo[4,3-c]quinoline-8-carbohydrazide